5-(((methylthio)thiocarbonyl)oxy)isoindoline-2-carboxylic acid tert-butyl ester C(C)(C)(C)OC(=O)N1CC2=CC=C(C=C2C1)OC(=S)SC